Ethyl 1-acetyl-5-bromo-6-(6-methylpyridin-2-yl)-2,3-dihydro-1H-imidazo[1,2-a]imidazole-2-carboxylate C(C)(=O)N1C=2N(CC1C(=O)OCC)C(=C(N2)C2=NC(=CC=C2)C)Br